C(C)N(C(=O)C=1N=C(SC1)C1=NN(N=C1)C1=CC=CC=C1)[C@@H]1CNCC1 N-ethyl-2-(2-phenyl-2H-1,2,3-triazol-4-yl)-N-[(3S)-pyrrolidin-3-yl]-1,3-thiazole-4-carboxamide